2,2-Bis(4-hydroxyphenyl)-6,10,14-trimethylpentadecane OC1=CC=C(C=C1)C(C)(CCCC(CCCC(CCCC(C)C)C)C)C1=CC=C(C=C1)O